2,4-Dimethylimidazole CC=1NC=C(N1)C